C(C)(C)(C)[Si](OC=1C=CC(=C(C1)CC(=O)OC)O)(C)C methyl 2-(5-((tertbutyldimethylsilyl)oxy)-2-hydroxyphenyl)acetate